OC(CC1=NC(=C(C(=N1)NC1=NNC2=CC(=CC=C12)[C@@H]1C[C@@]12C=NC1=CC=C(C=C21)OC)OC)N2CCOCC2)(C)C (1R,2S)-2-(3-{[2-(2-hydroxy-2-methylpropyl)-5-methoxy-6-(morpholin-4-yl)pyrimidin-4-yl]amino}-1H-indazol-6-yl)-5'-methoxyspiro[cyclopropane-1,3'-indol]